ClC=1C=C(NC2=NC=C(C(=N2)N[C@H](CO)C2=CC=CC=C2)C2=NNC(=N2)C)C=CC1S(=O)(=O)C (2S)-2-[[2-(3-chloro-4-methylsulfonyl-anilino)-5-(5-methyl-1H-1,2,4-triazol-3-yl)pyrimidin-4-yl]amino]-2-phenyl-ethanol